5-(1H-imidazol-1-yl)-2-(6-(methyl((1S,3R,5R)-1-methyl-8-azabicyclo[3.2.1]octan-3-yl)amino)pyridazin-3-yl)phenol N1(C=NC=C1)C=1C=CC(=C(C1)O)C=1N=NC(=CC1)N([C@H]1C[C@@]2(CC[C@H](C1)N2)C)C